isopropyl (5-(2-((4-(2-(((tert-butoxycarbonyl)amino)methyl)-5-cyanophenoxy)butyl)amino)benzo[d]thiazol-6-yl)pyridin-3-yl)(methyl)carbamate C(C)(C)(C)OC(=O)NCC1=C(OCCCCNC=2SC3=C(N2)C=CC(=C3)C=3C=C(C=NC3)N(C(OC(C)C)=O)C)C=C(C=C1)C#N